butylamine benzenesulfinate salt C1(=CC=CC=C1)S(=O)O.C(CCC)N